CN(CCN(C1=CC=C(C=C1)NC=1N=CC2=C(N1)N(C(C=C2C#C[Si](C(C)C)(C(C)C)C(C)C)=O)C2CCC(CC2)CO)C)C 2-[(4-{[2-(dimethylamino)ethyl](methyl)amino}phenyl)amino]-8-[(1s,4s)-4-(hydroxymethyl)cyclohexyl]-5-[2-(triisopropylsilyl)ethynyl]pyrido[2,3-d]pyrimidin-7-one